C(C)(C)(C)OC(=O)N1CC(CCC1)CCOC1=CC(=C(C=C1)OC)CNC([C@H](CCC1=CC=CC=C1)N)=O 3-(2-(3-(((S)-2-amino-4-phenylbutyrylamino)methyl)-4-methoxyphenoxy)ethyl)piperidine-1-carboxylic acid tert-butyl ester